[N+](=O)([O-])C=1C(=NC=CC1)NC1=CC=C2C=NNC2=C1 N-(3-nitropyridin-2-yl)-1H-indazol-6-amine